1-(4-methoxybenzyl)-1,4-dihydroquinazolin-2-amine COC1=CC=C(CN2C(=NCC3=CC=CC=C23)N)C=C1